N1CCC(=CC1)C1=CC=C(C=C1)NC(=O)C1=NC=C(C=C1)C(=O)NC1=CC=C(C=C1)C=1CCNCC1 N2,N5-bis[4-(1,2,3,6-tetrahydropyridin-4-yl)phenyl]pyridine-2,5-dicarboxamide